CC1=C(C=C(C(=O)NC2=NC=CC(=C2)C(F)(F)F)C=C1)C#CC1=CC2=C(N(C=N2)C=2N=CN(C2)C2CCN(CC2)C)C=C1 4-methyl-3-((1-(1-(1-methylpiperidin-4-yl)-1H-imidazol-4-yl)-1H-benzo[d]imidazol-5-yl)ethynyl)-N-(4-(trifluoromethyl)pyridin-2-yl)benzamide